BrC=1C(=C(OCC=2C=C(C#N)C=CC2)C=CC1)C 3-((3-bromo-2-methylphenoxy)methyl)benzonitrile